C(#N)C1=C(C=C(C=C1)C=1C(=NN(C1)C=1C=C(C=CC1)NC(C=C)=O)[N+](=O)[O-])OC(F)(F)F N-(3-(4-(4-cyano-3-(trifluoromethoxy)phenyl)-3-nitro-1H-pyrazol-1-yl)phenyl)acrylamide